C(C)(C)(C)OC([C@H](CCC(C)(C)C)NC([C@H](CC1=CN(C2=CC=CC=C12)C)NC(C)=O)=O)=O (2S)-2-((2S)-2-acetamido-3-(1-methyl-1H-indol-3-yl)propionylamino)-5,5-dimethylhexanoic acid tert-butyl ester